2-(4-chlorophenyl)-2-(piperidin-4-ylidene)acetonitrile hydrochloride Cl.ClC1=CC=C(C=C1)C(C#N)=C1CCNCC1